trans-N-(4-((5-fluoro-4-(3-(2-oxopiperidin-1-yl)phenyl)pyrimidin-2-yl)amino)cyclohexyl)acetamide FC=1C(=NC(=NC1)N[C@@H]1CC[C@H](CC1)NC(C)=O)C1=CC(=CC=C1)N1C(CCCC1)=O